IC=1N=C(N2N=CNC(C21)=O)C2CCOCC2 5-iodo-7-(tetrahydro-2H-pyran-4-yl)imidazo[5,1-f][1,2,4]triazin-4(3H)-one